1-(3,4-dimethoxyphenyl)cyclopropane-1-carbaldehyde COC=1C=C(C=CC1OC)C1(CC1)C=O